N1(CCNCC1)C1CCN(CC1)C(=O)OC(C)(C)C tert-butyl 4-(piperazin-1-yl)piperidine-1-carboxylate